C(C)(C)(C)S(=O)(=O)N1CCC2=CC=C(C=C12)NC1=NC(=NC=C1C)NC1=CC(=C(C=C1)C1CCN(CC1)C)F N4-(1-(tert-Butylsulfonyl)indolin-6-yl)-N2-(3-fluoro-4-(1-methylpiperidin-4-yl)phenyl)-5-methylpyrimidine-2,4-diamine